6-aminoquinoline-4-carboxylic acid hydrochloride Cl.NC=1C=C2C(=CC=NC2=CC1)C(=O)O